(S)-7-(1-methoxypropan-2-yl)-2-(methylthio)-7H-pyrrolo[2,3-d]pyrimidine-6-carboxamide COC[C@H](C)N1C(=CC2=C1N=C(N=C2)SC)C(=O)N